2-[(1S,4S,5R)-5-{[5-cyclopropyl-3-(2,6-dichlorophenyl)-1,2-oxazol-4-yl]methoxy}-2-azabicyclo[2.2.1]heptan-2-yl]-4-fluoro-N-(propane-1-sulfonyl)-1,3-benzothiazole-6-carboxamide C1(CC1)C1=C(C(=NO1)C1=C(C=CC=C1Cl)Cl)CO[C@H]1[C@@H]2CN([C@H](C1)C2)C=2SC1=C(N2)C(=CC(=C1)C(=O)NS(=O)(=O)CCC)F